C1(CCC12CCC2)(C(=O)N)C(=O)N spiro[3.3]heptanedicarboxamide